2-((4-((oxazol-2-ylmethyl)sulfonyl)phenyl)thio)pyrimidin-4-amine O1C(=NC=C1)CS(=O)(=O)C1=CC=C(C=C1)SC1=NC=CC(=N1)N